ClC1=CC=C(C(=C1)Cl)C=O 2,4-dichloro-5-formylbenzene